4-dimethylamino-N-[5-(2-mercaptoacetylamino)pentyl]benzamide CN(C1=CC=C(C(=O)NCCCCCNC(CS)=O)C=C1)C